4-(7-chloroimidazo[1,2-a]pyridin-3-yl)-7-((4-((dimethylamino)-methyl)-5-(4-hydroxytetra-hydro-2H-pyran-4-yl)pyridin-2-yl)amino)isoindolin-1-one ClC1=CC=2N(C=C1)C(=CN2)C2=C1CNC(C1=C(C=C2)NC2=NC=C(C(=C2)CN(C)C)C2(CCOCC2)O)=O